FC1=CC(=C(C=C1)I)C 4-fluoro-1-iodo-2-methyl-benzene